[3-(3-chloro-2-piperazin-1-yl-6-quinolyl)-2-methoxy-phenyl]methanamine ClC=1C(=NC2=CC=C(C=C2C1)C=1C(=C(C=CC1)CN)OC)N1CCNCC1